C(C(C(=O)O)N)Cl The molecule is a chloroalanine obtained by replacement of one of the methyl hydrogens of alanine by a chloro group. It is a non-proteinogenic alpha-amino acid, an organochlorine compound and a chloroalanine.